1-[8-[4-(methylamino)-1-piperidinyl]-4-isoquinolinyl]hexahydropyrimidine-2,4-dione CNC1CCN(CC1)C=1C=CC=C2C(=CN=CC12)N1C(NC(CC1)=O)=O